FC(C(=O)O)(F)F.NC(C[C@@H](C#C)NC(=O)[C@H]1NCCC1)=O (2S)-N-[(1S)-1-(2-amino-2-oxo-ethyl)prop-2-ynyl]pyrrolidine-2-carboxamide 2,2,2-trifluoroacetate